7-fluoro-N-(isoindolin-5-ylmethyl)-N-(4-methoxyphenethyl)benzo-[d]thiazol-2-amine FC1=CC=CC=2N=C(SC21)N(CCC2=CC=C(C=C2)OC)CC=2C=C1CNCC1=CC2